1-[(5R,8aS)-5-methyl-3-(1H-pyrrolo[2,3-b]pyridin-4-yl)-5,6,8a,9-tetrahydro-8H-7,10-dioxa-2,4,4b-triazaphenanthren-1-ylmethyl]-1H-[1,2,3]triazole-4-carboxylic acid methyl ester COC(=O)C=1N=NN(C1)CC1=NC(=NC=2N3[C@@H](COC[C@H]3COC12)C)C1=C2C(=NC=C1)NC=C2